FC(C(=O)O)(F)F.CN1N=C(C=C1S(=O)(=O)N1CC2(C1)CNC2)C(F)(F)F 2-((1-methyl-3-(trifluoromethyl)-1H-pyrazol-5-yl)sulfonyl)-2,6-diazaspiro[3.3]heptane trifluoroacetate